tert-Butyl 3-(7-fluoro-2-methyl-1H-indol-3-yl)-5,6-dihydro-2H-pyridine-1-carboxylate FC=1C=CC=C2C(=C(NC12)C)C=1CN(CCC1)C(=O)OC(C)(C)C